Cl.C12(OCC(C1)C2)CN2C(=NC1=C2C=C(C=C1)C(=O)OC)CCl methyl 1-((2-oxabicyclo[2.1.1]hexan-1-yl)methyl)-2-(chloromethyl)-1H-benzo[d]imidazole-6-carboxylate hydrochloride